COC(=O)C=1C2=C(C(=NC1)Cl)C=CN2C 4-chloro-1-methyl-1H-pyrrolo[3,2-c]pyridine-7-carboxylic acid methyl ester